C(=O)(O)P(C(=O)O)=O dicarboxyphosphine oxide